4-nitrophenyl α-glucopyranoside O([C@@H]1[C@H](O)[C@@H](O)[C@H](O)[C@H](O1)CO)C1=CC=C(C=C1)[N+](=O)[O-]